CS(=O)(=O)N1CC(C1)N1CC2=CC=C(C=C2C1)N 2-(1-(methylsulfonyl)azetidin-3-yl)isoindolin-5-amine